(R)-3,8-difluoro-6-((S)-1-hydroxy-2-((3aS,5S,6aR)-3a-hydroxy-5-phenoxyhexahydrocyclopenta[c]pyrrol-2(1H)-yl)ethyl)-3,4-dihydroquinolin-2(1H)-one F[C@H]1C(NC2=C(C=C(C=C2C1)[C@@H](CN1C[C@@H]2[C@](C1)(C[C@H](C2)OC2=CC=CC=C2)O)O)F)=O